C1(=CC=CC=C1)C1=C(C=C(C=C1)C1=NNC=N1)C(C)(C)C 4-phenyl-3-t-butylphenyl-1,2,4-triazole